(S)-tert-butyl pyrrolidin-3-ylcarbamate N1C[C@H](CC1)NC(OC(C)(C)C)=O